C1C(CC12CCNCC2)N2CC1=CC(=CC(=C1C[C@H]2CC)F)C(=O)OC methyl (3R)-2-(7-azaspiro[3.5]nonan-2-yl)-3-ethyl-5-fluoro-3,4-dihydro-1H-isoquinoline-7-carboxylate